N-(8,9-Difluoro-6-oxo-1,2,3,4,5,6-hexahydrobenzo[c][1,7]naphthyridin-1-yl)-5,6-difluoro-N-methyl-1H-indole-2-carboxamide FC=1C(=CC2=C(C(NC=3CNCC(C23)N(C(=O)C=2NC3=CC(=C(C=C3C2)F)F)C)=O)C1)F